2-methoxy-6-(3-nitrophenyl)pyridine COC1=NC(=CC=C1)C1=CC(=CC=C1)[N+](=O)[O-]